COC1=C(C2=CC=C(C=C2C=C1)N1CCCCC1)C=O 2-Methoxy-6-(piperidin-1-yl)-1-naphthaldehyde